1-(2-((3-chlorophenyl)sulfonyl)-2-methylpropyl) 4-cyclooctyl 2-methylenesuccinate C=C(C(=O)OCC(C)(C)S(=O)(=O)C1=CC(=CC=C1)Cl)CC(=O)OC1CCCCCCC1